(E)-ethyl cinnamate C(\C=C\C1=CC=CC=C1)(=O)OCC